5-amino-6-(2-chloro-5-fluorobenzoyl)-1-methyl-indazol-7-carbonitrile NC=1C=C2C=NN(C2=C(C1C(C1=C(C=CC(=C1)F)Cl)=O)C#N)C